6-((1S,3R,4S,5R)-3,4,5-tris(3-((3-aminopropyl)amino)-3-oxopropoxy)-N-methylcyclohexane-1-carboxamido)hexyl 2,2,2-trifluoroacetate FC(C(=O)OCCCCCCN(C(=O)C1C[C@H](C([C@@H](C1)OCCC(NCCCN)=O)OCCC(NCCCN)=O)OCCC(=O)NCCCN)C)(F)F